OCCN1CCN(CC1)C1=CC(=NC(=N1)C)NN(C(=O)C1=CN=CS1)C1=NC=CC=C1C N-((6-(4-(2-hydroxyethyl)piperazin-1-yl)-2-methylpyrimidin-4-yl)amino)-N-(3-methylpyridin-2-yl)thiazole-5-carboxamide